2-(2',5'-Difluoro-[1,1'-biphenyl]-4-yl)-N-methyl-N-(4-(methyl-d3)-5-(S-methylsulfonimidoyl)thiazol-2-yl)acetamide FC1=C(C=C(C=C1)F)C1=CC=C(C=C1)CC(=O)N(C=1SC(=C(N1)C([2H])([2H])[2H])S(=O)(=N)C)C